C1(CCCC1)N1C(NCC1)=O 3-cyclopentyl-2-oxoimidazoline